(Z)-5-benzylidene-3-(4-(trifluoromethyl)benzyl)oxazolidine-2,4-dione C(/C1=CC=CC=C1)=C/1\C(N(C(O1)=O)CC1=CC=C(C=C1)C(F)(F)F)=O